2-(4,4-difluoroazepan-1-yl)-N-(3-(S-methylsulfonimidoyl)phenyl)-1,6-naphthyridine-3-carboxamide FC1(CCN(CCC1)C1=NC2=CC=NC=C2C=C1C(=O)NC1=CC(=CC=C1)S(=O)(=N)C)F